FC=1C(=NC=C(C1)OC)N1C([C@@H](N(C(C1)=O)CC1=CC=C(C=C1)C)C1COC1)=O (S)-1-(3-fluoro-5-methoxypyridin-2-yl)-4-(4-methylbenzyl)-3-(oxetan-3-yl)piperazine-2,5-dione